7-(2-((3-ethyl-1-(piperidin-4-yl)-1H-pyrazol-4-yl)amino)-5-(trifluoromethyl)pyrimidin-4-yl)-2,3-dihydro-5H-thieno[3,2-e][1,4]oxathiepine 1,1-dioxide C(C)C1=NN(C=C1NC1=NC=C(C(=N1)C1=CC=2S(CCOCC2S1)(=O)=O)C(F)(F)F)C1CCNCC1